2-(chloromethyl)-3-[(2S)-oxetan-2-ylmethyl]-1,3-Benzodiazole-5-carboxylic acid methyl ester COC(=O)C1=CC2=C(N=C(N2C[C@H]2OCC2)CCl)C=C1